P(=S)(SCCC(CCCC(C)C)C)(OCCC(CCCC(C)C)C)OCCC(CCCC(C)C)C tri(3,7-dimethyl-1-octyl) dithiophosphate